(2-(difluoromethoxy)pyridin-4-yl)methylamine FC(OC1=NC=CC(=C1)CN)F